3-(6-(1-((tert-butyldimethylsilyl)oxy)-2,2,2-trifluoroethyl)-4-methylpyridin-3-yl)-7-chloro-1-methyl-1,6-naphthyridin-2(1H)-one [Si](C)(C)(C(C)(C)C)OC(C(F)(F)F)C1=CC(=C(C=N1)C=1C(N(C2=CC(=NC=C2C1)Cl)C)=O)C